C(C)(C)OCCC(=O)N(C)C 3-iso-propoxy-N,N-dimethylpropionamide